2-methoxyethyl (1S,2R,5R)-3-((5-(4-fluorophenoxy)pyridin-2-yl)sulfonyl)-2-(hydroxycarbamoyl)-3,8-diazabicyclo[3.2.1]octane-8-carboxylate FC1=CC=C(OC=2C=CC(=NC2)S(=O)(=O)N2[C@H]([C@@H]3CC[C@H](C2)N3C(=O)OCCOC)C(NO)=O)C=C1